ClC=1C=C2C(=NC=NC2=C(C1)C(F)(F)F)N[C@H](C(=O)/N=C/N(C)C)C (NE,2S)-2-[[6-chloro-8-(trifluoromethyl)quinazolin-4-yl]amino]-N-(dimethylaminomethylene)propanamide